((3-(3-benzyl-1-(4-chlorophenyl)-2,5-dioxoimidazolin-4-yl)propanamido)methyl)-N-hydroxybenzamide C(C1=CC=CC=C1)N1C(N(C(C1CCC(=O)NCC1=C(C(=O)NO)C=CC=C1)=O)C1=CC=C(C=C1)Cl)=O